5-(4-methylphenyl)-4-oxo-1-(tetrahydro-2H-pyran-4-ylmethyl)-1,4-dihydropyridine-3-carboxylic acid CC1=CC=C(C=C1)C=1C(C(=CN(C1)CC1CCOCC1)C(=O)O)=O